4-((7-(2-((4-amino-1,3-dioxoisoindol-2-yl)methyl)thieno[3,2-b]pyridin-7-yl)-5-chloro-1H-indol-1-yl)methyl)piperidine-4-carbonitrile NC1=C2C(N(C(C2=CC=C1)=O)CC1=CC2=NC=CC(=C2S1)C=1C=C(C=C2C=CN(C12)CC1(CCNCC1)C#N)Cl)=O